1,N1,N3,N3-tetrakis(3-(trimethoxysilyl)propyl)propane-1,3-diamine CO[Si](CCCC(CCN(CCC[Si](OC)(OC)OC)CCC[Si](OC)(OC)OC)NCCC[Si](OC)(OC)OC)(OC)OC